C1(CC1)C1=CC(=NC(=C1)S(=O)(=O)C)C1=CN(C2=CN=C(C=C21)NC(C)=O)C N-(3-(4-cyclopropyl-6-(methylsulfonyl)pyridin-2-yl)-1-methyl-1H-pyrrolo[2,3-c]pyridin-5-yl)acetamide